7-{bicyclo[2.2.2]octan-1-yl}-2-(methylsulfanyl)imidazo[4,3-f][1,2,4]triazine C12(CCC(CC1)CC2)C2=NC=C1C=NC(=NN12)SC